bis(4-methoxybenzyl)-4,5,6,7-tetrahydropyrazolo[1,5-a]pyrazine-2-carboxamide COC1=CC=C(CC2C=3N(CCN2)N=C(C3CC3=CC=C(C=C3)OC)C(=O)N)C=C1